N-(5-(3-(9H-purin-6-yl)pyridin-2-ylamino)-2-fluorophenyl)-3-(2-cyanopropan-2-yl)-4-fluorobenzamide N1=CN=C2NC=NC2=C1C=1C(=NC=CC1)NC=1C=CC(=C(C1)NC(C1=CC(=C(C=C1)F)C(C)(C)C#N)=O)F